ClC1=CNC=2N=C(N=C(C21)NC=2C=CN(C=CC2)C(C=C)=O)NC=2C=NN(C2)CC (R)-1-(4-((5-chloro-2-((1-ethyl-1H-pyrazol-4-yl)amino)-7H-pyrrolo[2,3-d]pyrimidin-4-yl)amino)azepin-1-yl)prop-2-en-1-one